OC1(CC(C1)C)NC(CN1C(C2=CC=C(C(=C2[C@@]2([C@H](C2)F)C1)F)C1CC1)=O)=O N-(3-cis-hydroxy-3-methylcyclobutyl)-2-[(2's,4r)-2',5-difluoro-6-cyclopropyl-1-oxospiro[3H-isoquinoline-4,1'-cyclopropan]-2-yl]acetamide